N-(2-Fluoro-2-methylpropyl)-5-(4-methoxyphenyl)-7H-pyrrolo[2,3-d]pyrimidin-2-amine FC(CNC=1N=CC2=C(N1)NC=C2C2=CC=C(C=C2)OC)(C)C